N-(4-(4-amino-5-(3-fluoro-4-((4-methylpyrimidin-2-yl)oxy)phenyl)-7-methyl-7H-pyrrolo[2,3-d]pyrimidin-6-yl)-3-(difluoromethyl)phenyl)-2-cyclopropylacrylamide NC=1C2=C(N=CN1)N(C(=C2C2=CC(=C(C=C2)OC2=NC=CC(=N2)C)F)C2=C(C=C(C=C2)NC(C(=C)C2CC2)=O)C(F)F)C